3-ethyl-6-iodo-2-methylimidazo[4,5-b]Pyridine C(C)N1C(=NC=2C1=NC=C(C2)I)C